Cl.N[C@@H](CC(=O)O)C (R)-3-aminobutanoate hydrochloride